CN(C=1C2=C(N=CN1)N(C=C2)C([C@H](C2=CC=CC=C2)NC(OC(C)(C)C)=O)=O)[C@@H]2CC[C@H](CC2)CS(NC)(=O)=O Tert-butyl ((S)-2-(4-(methyl((trans)-4-((N-methylsulfamoyl)methyl)cyclohexyl)amino)-7H-pyrrolo[2,3-d]pyrimidin-7-yl)-2-oxo-1-phenylethyl)carbamate